2-(4-((6-chloro-3-nitro-1,5-naphthyridin-4-yl)amino)phenyl)-2-methylpropanenitrile ClC=1N=C2C(=C(C=NC2=CC1)[N+](=O)[O-])NC1=CC=C(C=C1)C(C#N)(C)C